(S)-1-(2-(1,4-dioxan-2-yl)-5-methylpyridin-4-yl)-N-(5-chloro-6-(2H-1,2,3-Triazol-2-yl)pyridin-3-yl)-5-(trifluoromethyl)-1H-pyrazole-4-carboxamide O1[C@H](COCC1)C1=NC=C(C(=C1)N1N=CC(=C1C(F)(F)F)C(=O)NC=1C=NC(=C(C1)Cl)N1N=CC=N1)C